ClC=1C(=CC=C2N=CC(=NC12)C=1C(=NN(C1)CC1CCN(CC1)C)C)OC1=CC2=C(N=C(N2)C)C=C1 8-chloro-7-[(2-methyl-3H-benzimidazol-5-yl)oxy]-2-[3-methyl-1-[(1-methyl-4-piperidyl)methyl]pyrazol-4-yl]quinoxaline